C1(CCC1)C1=CC=C(C=C1)N1N=C2C=3[C@@H](N(CCC13)C(=O)OC(C)(C)C)CNC(CO2)=O |r| tert-butyl (rac)-2-(4-cyclobutylphenyl)-8-oxo-2,3,4,5a,6,7,8,9-octahydro-5H-10-oxa-1,2,5,7-tetraazacycloocta[cd]indene-5-carboxylate